C(C)C1=C(C=CC(=C1)N1CCN(CC1)C)NC1=NC=C(C(=N1)NCCCN1C(N(CCCC1)C)=O)C#N 2-((2-Ethyl-4-(4-methylpiperazin-1-yl)phenyl)amino)-4-((3-(3-methyl-2-oxo-1,3-diazepan-1-yl)propyl)amino)pyrimidin-5-carbonitril